O=C1NC(CCC1NC1=CC=C(C=C1)N1CCC(CC1)OC(=O)N1CCNCC1)=O [1-[4-[(2,6-dioxo-3-piperidyl)amino]phenyl]-4-piperidyl]piperazine-1-carboxylate